(trimethylsilyl)ethynyl-5-(piperidin-1-yl)pyridine C[Si](C)(C)C#CC1=NC=C(C=C1)N1CCCCC1